CC(CCN1CCC2(C(C2)CNC=2N=NC(=CC2)N2CCOCC2)CC1)(C)C N-[[6-(3,3-dimethylbutyl)-6-azaspiro[2.5]octan-2-yl]methyl]-6-morpholino-pyridazin-3-amine